BrC1=C(C=C(C=C1OCC)C(C)=O)OCC 1-(4-Bromo-3,5-Diethoxyphenyl)Ethan-1-One